O1C[C@@H](CC1)CN (S)-(tetrahydro-furan-3-yl)methanamine